4-(5-acetoxy-2H-indazol-2-yl)-1,3-phenylene diacetate C(C)(=O)OC1=CC(=C(C=C1)N1N=C2C=CC(=CC2=C1)OC(C)=O)OC(C)=O